methyl (5S)-3-((2-((S)-(((benzyloxy)carbonyl)amino)(4,4-difluorocyclohexyl)methyl)imidazo[1,2-b]pyridazin-6-yl)methyl)-2-oxo-5-(trifluoromethyl)pyrrolidine-3-carboxylate C(C1=CC=CC=C1)OC(=O)N[C@H](C=1N=C2N(N=C(C=C2)CC2(C(N[C@@H](C2)C(F)(F)F)=O)C(=O)OC)C1)C1CCC(CC1)(F)F